C(#C)C1CC2CCC(C1)O2 3-ethynyl-8-oxabicyclo[3.2.1]octane